N-((1r,4r)-4-((5-chloro-4-(5-(cyclopropylmethyl)-1-methyl-1H-pyrazol-4-yl)pyrimidin-2-yl)amino)cyclohexyl)pentanamide ClC=1C(=NC(=NC1)NC1CCC(CC1)NC(CCCC)=O)C=1C=NN(C1CC1CC1)C